cis-3-Amino-1-(3-(benzyloxy)cyclobutyl)-5-cyclopropylpyridin-2(1H)-one NC=1C(N(C=C(C1)C1CC1)[C@@H]1C[C@@H](C1)OCC1=CC=CC=C1)=O